2-[(2-fluoro-4-iodophenyl)amino]-1,5-dimethyl-6-oxopyridine-3-carboxamide FC1=C(C=CC(=C1)I)NC=1N(C(C(=CC1C(=O)N)C)=O)C